(R)-4,4-dimethoxytetrahydro-2H-pyran-3-ol COC1([C@@H](COCC1)O)OC